CC1=C(C2=CC=CC=C2C(=C1C)C)C TETRAMETHYLNAPhTHALENE